C(C\C=C/CCCCCCC)O cis-3-undecenol